FC(=COC=1C=CC2=C(OC3=C2C=CC(=C3F)OCCCC)C1F)F 3-((2,2-difluorovinyl)oxy)-4,6-difluoro-7-butoxydibenzo[B,d]furan